BrC=1C=C(C=CC1)C(CC(=O)NN)O[Si](C)(C)C(C)(C)C 3-(3-bromophenyl)-3-[tert-butyl-(dimethyl)silyl]oxy-propanehydrazide